1-(1-(4-(2,6-dioxopiperidin-3-yl)-3,5-difluorophenyl)azetidin-3-yl)-3-(1-methylpyrrolidin-3-yl)urea O=C1NC(CCC1C1=C(C=C(C=C1F)N1CC(C1)NC(=O)NC1CN(CC1)C)F)=O